C1=C(C=CC=2OC3=C(C21)C=CC=C3)[C@@H](C)NC3=CN=C(N(C3=O)CC(=O)OC(C)(C)C)C3=CC=C(C=C3)O tert-butyl (R)-2-(5-((1-(dibenzo[b,d]furan-2-yl)ethyl)amino)-2-(4-hydroxyphenyl)-6-oxopyrimidin-1(6H)-yl)acetate